tert-Butyl (7-bromo-5-(trifluoromethyl)benzofuran-2-yl)methylcarbamate BrC1=CC(=CC=2C=C(OC21)CNC(OC(C)(C)C)=O)C(F)(F)F